1,4-dihydro-quinolin-4-one N1C=CC(C2=CC=CC=C12)=O